3-ethoxy-phenylalanine C(C)OC=1C=C(C[C@H](N)C(=O)O)C=CC1